N-(5-cyano-6-(2H-1,2,3-triazol-2-yl)pyridin-3-yl)-1-(5-fluoro-2-methylphenyl)-5-(trifluoromethyl)-1H-pyrazole-4-carboxamide C(#N)C=1C=C(C=NC1N1N=CC=N1)NC(=O)C=1C=NN(C1C(F)(F)F)C1=C(C=CC(=C1)F)C